C(CC=C)N1C=C(C2=CC(=CC=C12)C=1C=C2C=CC=NC2=CC1)CC(=O)O (1-(but-3-en-1-yl)-5-(quinolin-6-yl)-1H-indol-3-yl)acetic acid